5-amino-3-(4-((5-fluoro-2-methoxybenzamido)methyl)phenyl)-1-(6-(piperazin-1-yl)pyridin-3-yl)-1H-pyrazole-4-carboxamide NC1=C(C(=NN1C=1C=NC(=CC1)N1CCNCC1)C1=CC=C(C=C1)CNC(C1=C(C=CC(=C1)F)OC)=O)C(=O)N